BrC=1C=C2C(=CN1)N(N=C2C=2C=C(C(=NC2)N2CCN(CC2)C)C(C(O)=O)C)S(=O)(=O)C (5-(5-bromo-1-methanesulfonyl-1H-pyrazolo[3,4-c]pyridin-3-yl)-2-(4-methylpiperazin-1-yl)pyridin-3-yl)oxopropanol